CN1C(CC(CC1(C)C)OC(=O)C(=CC1=CC=C(C=C1)OC)C(=O)OC1CC(N(C(C1)(C)C)C)(C)C)(C)C 1,1-bis(1,2,2,6,6-pentamethyl-4-piperidyloxycarbonyl)-2-(4-methoxyphenyl)-ethene